C1(=CC=CC=C1)N1C2=CC=CC=C2C=2C=C(C=CC12)C=1C=CC=2N(C3=CC=CC=C3C2C1)C1=CC(=CC=C1)B1OC(C(O1)(C)C)(C)C 9-Phenyl-9'-[3-(4,4,5,5-tetramethyl-[1,3,2]-dioxaborolan-2-yl)-phenyl]-9H,9'H-[3,3']bicarbazolyl